1-isopropyl-2-methyl-6-(5-(pyridin-3-yl)-1H-pyrrolo[2,3-b]pyridin-3-yl)-1H-imidazo[4,5-b]pyridine C(C)(C)N1C(=NC2=NC=C(C=C21)C2=CNC1=NC=C(C=C12)C=1C=NC=CC1)C